(±)-(Trans)-3-fluoro-1-(methylsulfonyl)-4-(4-nitro-1H-pyrazol-1-yl)piperidine F[C@@H]1CN(CC[C@H]1N1N=CC(=C1)[N+](=O)[O-])S(=O)(=O)C |r|